3-[4-(tert-butoxycarbonylamino)-4-methyl-1-piperidinyl]-6-(2,3-dichlorophenyl)-5-[(4-methoxyphenyl)methoxy]Pyrazine-2-carboxylic acid methyl ester COC(=O)C1=NC(=C(N=C1N1CCC(CC1)(C)NC(=O)OC(C)(C)C)OCC1=CC=C(C=C1)OC)C1=C(C(=CC=C1)Cl)Cl